N-(3-(4-(1,1-difluoroethyl)thiazol-2-yl)-1-methyl-1H-pyrrolo[2,3-c]pyridin-5-yl)acetamide FC(C)(F)C=1N=C(SC1)C1=CN(C2=CN=C(C=C21)NC(C)=O)C